methyl (E)-4-[2-[2-[2-[2-[bis(tert-butoxycarbonyl)amino]ethoxy]ethoxy]ethoxy]ethoxy]but-2-enoate C(C)(C)(C)OC(=O)N(CCOCCOCCOCCOC/C=C/C(=O)OC)C(=O)OC(C)(C)C